2,2,3-trimethylpiperidin-3-ol Hydrochloride Cl.CC1(NCCCC1(O)C)C